C=CC=CCCCC Octenen